(2S,3S)-N-[[2-methoxy-5-[5-(trifluoromethyl)tetrazol-1-yl]phenyl]methyl]-2-phenylpiperidin-3-amine COC1=C(C=C(C=C1)N1N=NN=C1C(F)(F)F)CN[C@@H]1[C@@H](NCCC1)C1=CC=CC=C1